C(C)(C)(C)C1(C(CCC(C1)C=C)CN(C)C)C(=O)N (tert-butyl)-2-[(dimethylamino)methyl]-5-vinylcyclohexane-carboxamide